C(C)OC(CC1=C(C(=C(C=C1)C)C)OCC=1C=C(C2=C(C=CO2)C1)C1=CC(=NC=C1)CN)=O.ClC1=CC(=NC=C1)C1C(C1)C(=O)N 2-(4-chloropyridin-2-yl)cyclopropane-1-carboxamide ethyl-2-(2-((7-(2-(aminomethyl)pyridin-4-yl)benzofuran-5-yl)methoxy)-3,4-dimethylphenyl)acetate